ClC=1N=C(N(C1N1C(NC2=C(C1=O)C[C@H](N(C2)C(C2=CC(=C(C=C2)Cl)C(F)(F)F)=O)C)=S)C)C(=O)NC (R)-4-Chloro-5-(7-(4-chloro-3-(trifluoromethyl)benzoyl)-6-methyl-4-oxo-2-thioxo-1,2,5,6,7,8-hexahydropyrido[3,4-d]pyrimidin-3(4H)-yl)-N,1-dimethyl-1H-imidazole-2-carboxamide